C(CCCCC)C(C(=O)OCCCC(OC(NCCCN(CCCCN(C)C)C)=O)CCCOC(C(CCCCCCCC)CCCCCC)=O)CCCCCCCC [3-(dimethylamino) propyl]-4-{3-[(2-hexyl-1-oxodecyl) oxy] propyl}-11-methyl-6-oxo-7,11-diaza-5-oxadodec-1-yl 2-hexyldecanoate